1,2-dithioglycerin SCC(S)CO